4-((7-((adamantan-1-yl)amino)heptyl)amino)-2-(2,6-dioxopiperidin-3-yl)-7-fluoroisoindoline C12(CC3CC(CC(C1)C3)C2)NCCCCCCCNC2=C3CN(CC3=C(C=C2)F)C2C(NC(CC2)=O)=O